tert-Butyl 3-(4,4,5,5-tetramethyl-1,3,2-dioxaborolan-2-yl)-1H-pyrrolo[3,2-b]pyridine-1-carboxylate CC1(OB(OC1(C)C)C1=CN(C=2C1=NC=CC2)C(=O)OC(C)(C)C)C